C(OCC(=O)N1CCC(CC1)C(C)(C)N1CCN(CC1)C1=C(C=C(C=C1F)NC1C(NC(CC1)=O)=O)F)(OC1=CC=C(C=C1)[N+](=O)[O-])=O [2-[4-[1-[4-[4-[(2,6-dioxo-3-piperidyl)amino]-2,6-difluoro-phenyl]piperazin-1-yl]-1-methyl-ethyl]-1-piperidyl]-2-oxo-ethyl] (4-nitrophenyl) carbonate